CC1(OCCN1)C 2,2-dimethyloxazolidine